C(CCCCCCCCCCC)C(C(=O)NCC)CC(=O)N dodecyl-N-ethyl-butanediamide